NC=1N=C(SC1C(C1=CC=C(C=C1)OC(F)F)=O)N(C1=CC=C(C=C1)C(F)(F)F)C(C(=O)N)C [N-[4-Amino-5-[4-(difluoromethoxy)benzoyl]thiazol-2-yl]-4-(trifluoromethyl)anilino]propanamid